mono-fluoro methyl sulfone CS(=O)(=O)F